C(C)(=O)NC1=CC=C(C=C1)NC(=O)C1CN(C(O1)C(F)(F)F)C1=CC(=C(C=C1)[N+](=O)[O-])Cl N-(4-Acetamidophenyl)-3-(3-chloro-4-nitrophenyl)-2-(trifluoromethyl)oxazolidin-5-carboxamid